1-(3-bromothiophen-2-yl)ethan-1-ol BrC1=C(SC=C1)C(C)O